([1,1'-biphenyl]-4-yl)-3-((3-cyano-6-cyclopropylpyridin-2-yl)thio)propanamide lithium 2-mercaptoacetate SCC(=O)[O-].[Li+].C1(=CC=C(C=C1)C(C(=O)N)CSC1=NC(=CC=C1C#N)C1CC1)C1=CC=CC=C1